NC1=C2N=CN(C2=NC(=N1)F)[C@H]1C[C@@H]([C@@](O1)(C#C)COP(=O)(O[C@H](C(=O)OCCCCCCCCCC)C)N[C@@H](CC1=CC=CC=C1)C(=O)OCCCCCCCCCC)O Decyl ((((2R,3S,5R)-5-(6-amino-2-fluoro-9H-purin-9-yl)-2-ethynyl-3-hydroxy-tetrahydrofuran-2-yl)meth-oxy)(((S)-1-(decyloxy)-1-oxopropan-2-yl)oxy)phosphoryl)-L-phenylalaninate